N1C(=CC=2C=NC=CC21)CNC(=O)[C@H]2N(C[C@@H](C2)OC(F)F)C(CNC(C2=CC(=CC=C2)OC2=CC=C(C=C2)C(C)C)=O)=O (2S,4R)-N-((1H-pyrrolo[3,2-c]pyridin-2-yl)methyl)-4-(difluoromethoxy)-1-((3-(4-isopropylphenoxy)benzoyl)glycyl)pyrrolidine-2-carboxamide